ClC1=NC(=NC(=C1CCC)C1=C(C=CC=C1)C)NS(=O)(=O)C=1C=NN(C1)C N-[4-chloro-6-(o-tolyl)-5-propyl-pyrimidin-2-yl]-1-methyl-pyrazole-4-sulfonamide